Cl.NCC1=NOC(C1)(C(=O)OCC)CC1=CC(=CC=C1)Cl Ethyl 3-(aminomethyl)-5-(3-chlorobenzyl)-4,5-dihydroisoxazole-5-carboxylate hydrochloride